CC1CCC(CC1)NCCCS(=O)(=O)O 3-(p-methylcyclohexylamino)propanesulfonic acid